(2R,3S)-3-((6-fluoro-2-(2-methoxy-7-methylquinoxalin-5-yl)thiazolo[5,4-b]pyridin-5-yl) oxy)butan-2-yl (5-fluoropyridin-3-yl)carbamate FC=1C=C(C=NC1)NC(O[C@H](C)[C@H](C)OC1=C(C=C2C(=N1)SC(=N2)C2=C1N=CC(=NC1=CC(=C2)C)OC)F)=O